C(C1CO1)C1C(C(CCC1)(C(N)N)CC1CO1)(CC1CO1)CC1CO1 tetraglycidyl-diaminomethyl-cyclohexane